O(C#N)C1=CC=C(C=C1)C1=CC=CC=C1 4-Cyanatobiphenyl